Z-3-(2-cyanovinyl)-2,2-dimethyl-cyclopropane C(#N)\C=C/C1C(C1)(C)C